[Zr+4].[Ga+3].[Sc+3].[Ca+2].[Sm+3].C1(=CC=CC=C1)C=1C=C(SC1)[S+](C1=CC=CC=C1)C1=CC=CC=C1 (4-phenyl-thiophenyl)diphenyl-sulfonium samarium-calcium-scandium-gallium-zirconium